1-(6-(2-(bis((p-Tolylthio)methyl)amino)-5-(2-methylpyridin-4-yl)-1H-imidazol-4-yl)-2,3-dihydro-4H-benzo[b][1,4]oxazin-4-yl)ethan-1-one C1(=CC=C(C=C1)SCN(C=1NC(=C(N1)C1=CC2=C(OCCN2C(C)=O)C=C1)C1=CC(=NC=C1)C)CSC1=CC=C(C=C1)C)C